CC1=NC=C(N=C1)N1N=C(N=C1[C@H](C)NC(C1=CC(=CC(=C1)C(F)(F)F)C(F)(F)F)=O)C1CC1 Methyl-5-(5-{(1S)-1-[3,5-Bis(trifluoromethyl)benzamido]ethyl}-3-Cyclopropyl-1H-1,2,4-triazol-1-yl)pyrazin